(chloromethyl)-3'H-spiro[cyclopentane-1,1'-isobenzofuran] ClCC1OC2(C3=CC=CC=C13)CCCC2